2,4-di-t-amyl-6-(3',5'-di-t-amyl-2'-hydroxy-α-methylbenzyl)phenylacrylate C(C)(C)(CC)C1=C(C(=CC(=C1)C(C)(C)CC)C(C1=C(C(=CC(=C1)C(C)(C)CC)C(C)(C)CC)O)C)OC(C=C)=O